O[C@@H]1C[C@H](N(C1)C(=O)[C@H](C(C)(C)C)NC(CCCCCCC(=O)OC)=O)C(NCC1=CC=C(C=C1)C1=C(N=CS1)C)=O methyl 8-[[(1S)-1-[(2S,4R)-4-hydroxy-2-[[4-(4-methylthiazol-5-yl)phenyl]methylcarbamoyl]pyrrolidine-1-carbonyl]-2,2-dimethyl-propyl]amino]-8-oxo-octanoate